COC1C(N(CCC1)CO)(C1=CC=CC=C1)OC Dimethoxyphenyl-piperidinemethanol